butylhydroxyanisol CC(C)(C)C1=C(C=CC(=C1)OC)O